C\C(=C/COC1=CC=C(C=C1)[C@@H](CC(=O)O)C#CC)\CC\C=C(\CCC=C(C)C)/C (3R)-3-(4-{[(2E,6E)-3,7,11-trimethyldodecane-2,6,10-trien-1-yl]oxy}phenyl)hex-4-ynoic acid